2'-(8-Fluoro-2-phenylquinolin-7-yl)-5'-oxo-5',6'-dihydro-4'H-spiro[cyclobutane-1,7'-pyrazolo[1,5-a]pyrimidine]-3'-carbonitrile FC=1C(=CC=C2C=CC(=NC12)C1=CC=CC=C1)C1=NN2C(NC(CC23CCC3)=O)=C1C#N